CC(C)(C)[O-].C(C)CC(CC(=O)[O-])=O.C(C)CC(CC(=O)[O-])=O.C(C)CC(CC(=O)[O-])=O.[Zr+4] zirconium tri(ethyl acetoacetate) mono-tert-butoxide